C(CCC)C=1C=C(C=C(C#CC2(C=C(C(C=C2)=O)CCCC)O)C#CC2(C=C(C(C=C2)=O)CCCC)O)C=CC1O 4,4'-(3-(3-butyl-4-hydroxybenzylidene)penta-1,4-diyne-1,5-diyl)bis(2-butyl-4-hydroxycyclohexa-2,5-dien-1-one)